6-{[3-(methylcarbamoyl)phenyl]sulfanyl}hexanoate CNC(=O)C=1C=C(C=CC1)SCCCCCC(=O)[O-]